6-(4-(3-((dimethylamino)methyl)piperidin-1-yl)-6-fluoro-8-(methylamino)-9H-pyrido[2,3-b]indol-3-yl)-1-methyl-4-oxo-1,4-dihydro-1,8-naphthyridine-3-carboxylic acid CN(C)CC1CN(CCC1)C1=C(C=NC=2NC3=C(C=C(C=C3C21)F)NC)C=2C=C1C(C(=CN(C1=NC2)C)C(=O)O)=O